ClC1=CC=C(C=C1)C1=NN=C(C2=CC=CC=C12)N[C@@H]1CN(C[C@H]1C(C)C)C 4-(4-chlorophenyl)-N-((3S,4R)-4-isopropyl-1-methylpyrrolidin-3-yl)phthalazin-1-amine